2-Iodo-3,5-dimethylphenol IC1=C(C=C(C=C1C)C)O